benzoic acid 2,3-dihydroxypropyl ester OC(COC(C1=CC=CC=C1)=O)CO